N-[(2R)-3-Hydroxy-3-methylbutan-2-yl]-3-oxo-2-(pyridin-3-yl)-6-[4-(trifluoromethoxy)phenyl]-2,3-dihydropyridazine-4-carboxamide OC([C@@H](C)NC(=O)C=1C(N(N=C(C1)C1=CC=C(C=C1)OC(F)(F)F)C=1C=NC=CC1)=O)(C)C